[Li+].C(C1=CC=C(C(=O)[O-])C=C1)(=O)[O-].[Li+] terephthalate lithium salt